(4-amino-2-anilino-1,3-thiazol-5-yl)[4-(methoxymethoxy)phenyl]methanone NC=1N=C(SC1C(=O)C1=CC=C(C=C1)OCOC)NC1=CC=CC=C1